OC1(C[C@@H]2[C@@H](CN(C2)C(=O)OCC2=CC=CC=C2)C1)CC=1SC=CC1 benzyl (3aR,5r,6aS)-5-hydroxy-5-(thiophen-2-ylmethyl)hexahydrocyclopenta[c]pyrrole-2(1H)-carboxylate